(3S)-3-({3-chloro-7H-imidazo[4,5-c]pyridazin-7-yl}methyl)pyrrolidine hydrochloride Cl.ClC1=CC2=C(N=N1)N(C=N2)C[C@@H]2CNCC2